beta-gamma-aminopropyl-gamma-aminopropyltrimethoxysilane NCCCC(C[Si](OC)(OC)OC)CN